Carbonyl cyanide-4-(trifluoromethyloxy)phenylhydrazone ethyl-2-[5-[[(3S)-1-[5-[6-(tert-butoxycarbonylamino)hexyl]-3-pyridyl]piperidine-3-carbonyl]amino]-2-oxo-1-pyridyl]acetate C(C)OC(CN1C(C=CC(=C1)NC(=O)[C@@H]1CN(CCC1)C=1C=NC=C(C1)CCCCCCNC(=O)OC(C)(C)C)=O)=O.FC(OC1=CC=C(C=C1)NN=C(C#N)C#N)(F)F